(R)-isopropyl 3-(9-((1s,4S)-4-carbamoylcyclohexyl)-8-(2-chloro-4,6-difluorophenylamino)-9H-purin-2-ylamino)piperidine-1-carboxylate C(N)(=O)C1CCC(CC1)N1C2=NC(=NC=C2N=C1NC1=C(C=C(C=C1F)F)Cl)N[C@H]1CN(CCC1)C(=O)OC(C)C